C12(CC3CC(CC(C1)C3)C2)N=C(NC(N)=NC23CC1CC(CC(C2)C1)C3)N diadamantanyl-biguanide